N-[5-(2-ethylphenyl)-1H-indazol-3-yl]-1-methylpiperidine-4-carboxamide hydrochloride Cl.C(C)C1=C(C=CC=C1)C=1C=C2C(=NNC2=CC1)NC(=O)C1CCN(CC1)C